pentacenyl-(quinquephenyl) C1(=CC=CC2=CC3=CC4=CC5=CC=CC=C5C=C4C=C3C=C12)C1=C(C=CC=C1)C=1C(=CC=CC1)C=1C(=CC=CC1)C=1C(=CC=CC1)C1=CC=CC=C1